O=C1N(CC=2C=C3C(=CC12)C=CC1(O3)CNC1)N1C(CCCC1=O)=O (6'-oxo-6',8'-dihydro-7'H-spiro[azetidine-3,2'-pyrano[2,3-f]isoindol]-7'-yl)piperidine-2,6-dione